COC(C1=C(C=CC=C1)N=C)=O methyleneaminobenzoic acid methyl ester